naphthalenedisulphonate C=1(C(=CC=C2C=CC=CC12)S(=O)(=O)[O-])S(=O)(=O)[O-]